N-isopropoxymethacrylamide C(C)(C)ONC(C(=C)C)=O